O-methyl-N-(8-(4-(trifluoromethyl)cyclohex-1-en-1-yl)quinoline-3-carbonyl)-D-serine methyl ester COC([C@H](NC(=O)C=1C=NC2=C(C=CC=C2C1)C1=CCC(CC1)C(F)(F)F)COC)=O